C(CCC)N(C1CC(NC(C1)(C)C)(C)C)C1=NC(=NC(=N1)N(CCCC)C1CC(NC(C1)(C)C)(C)C)NCCCCCCCCCCC 2,4-bis(N-butyl-N-(2,2,6,6-tetramethyl-4-piperidyl)amino)-s-triazin-6-ylaminoundecane